OCCN1CCN(CC1)CCS(=O)(=O)O 2-[4-(2-hydroxyethyl)-piperazin-1-yl]-ethanesulfonic acid